COC=1N=C2C(=CC=NC2=CC1OC)OC1=CC=C(C=C1)NC(=O)C=1C(=NC(=C(C1O)OC)C)C N-[4-[(6,7-Dimethoxy-1,5-naphthyridin-4-yl)oxy]phenyl]-4-hydroxy-5-methoxy-2,6-dimethylpyridine-3-carboxamide